N1N=NN=C1C1=C(C=C(C=C1)C1=CC=CC=C1)N1C(C2=CC=C(C=C2C1=O)C=1N=NNC1)=O 2-[4-(1H-Tetrazol-5-yl)biphenyl-3-yl]-5-(1H-[1,2,3]triazol-4-yl)-isoindole-1,3-dione